ClC1=CC=C(C=C1)C1=CC(=NC(=N1)C=1C=NC=CC1)NCC1CC1 6-(4-chlorophenyl)-N-(cyclopropylmethyl)-2-(pyridin-3-yl)pyrimidin-4-amine